2-(6-(azetidin-3-yl)pyridazin-3-yl)-5-(7-methoxy-2-methyl-2H-pyrazolo[3,4-c]pyridin-5-yl)phenol trifluoroacetate salt FC(C(=O)O)(F)F.N1CC(C1)C1=CC=C(N=N1)C1=C(C=C(C=C1)C1=CC=2C(C(=N1)OC)=NN(C2)C)O